tert-Butyl (R)-2-(((methylsulfonyl)oxy)methyl)pyrrolidine-1-carboxylate CS(=O)(=O)OC[C@@H]1N(CCC1)C(=O)OC(C)(C)C